FC1=C(C(=CC=C1)F)C1=C(C(=CC2=C1C(=NO2)N2C(N1[C@H](C2)C([C@@H](C1)NS(=O)(=O)C)(F)F)=O)F)F N-{(6R,7aR)-2-[4-(2,6-difluorophenyl)-5,6-difluoro-1,2-benzoxazol-3-yl]-7,7-difluoro-3-oxohexahydro-1H-pyrrolo[1,2-c]imidazol-6-yl}methanesulfonamide